C(#N)C1=C(C=C2C(=NN(C2=C1)C[C@@H]1CC[C@H](CC1)C(=O)O)C)F trans-4-[(6-cyano-5-fluoro-3-methyl-indazol-1-yl)methyl]cyclohexanecarboxylic acid